C1(CCCCC1)=O 1-CYCLOHEXANONE